FC1(CCN(CC1)C1=NC2=CC(=C(C=C2C(=N1)NCC=1C=NC=CC1)OC)OCCCN1CCCC1)F 2-(4,4-difluoropiperidin-1-yl)-6-methoxy-N-(pyridin-3-ylmethyl)-7-(3-(pyrrolidin-1-yl)propoxy)quinazolin-4-amine